FC(S(=O)(=O)NC1=CC=C(C=C1)C1=C2C(=NC=C1)NC=C2)F 4-(4-((difluoromethyl)sulfonamido)phenyl)-1H-pyrrolo[2,3-b]pyridin